NC12COC(CC1)(CC2)CN2[C@H](CN(CC2)C2=CC(=C(C=C2)C2C(NC(CC2)=O)=O)Cl)C 3-[4-[(3S)-4-[(4-amino-2-oxabicyclo[2.2.2]octan-1-yl)methyl]-3-methyl-piperazin-1-yl]-2-chloro-phenyl]piperidine-2,6-dione